(E)-3-(3-fluoro-4-methoxyphenyl)acrylic acid ethyl ester C(C)OC(\C=C\C1=CC(=C(C=C1)OC)F)=O